ClS1C[C@H](CN2C(N=C(C3=CC(=CC1=C23)C(F)(F)F)N2C[C@@H](N[C@@H](C2)C)C)=O)C2=NC=CN=C2 (R)-l-1-chloro-8-((3S,5R)-3,5-dimethylpiperazin-1-yl)-3-(pyrazin-2-yl)-10-(trifluoromethyl)-3,4-dihydro-2H,6H-[1,4]thiazepino[2,3,4-ij]quinazolin-6-one